ClC1=C(C=CC=C1F)[C@H]1N(CC2(CC2)C1)C1=NC(=NC=C1)C(=O)N[C@H](C)\C=C\S(=O)(=O)C ((S)-6-(2-Chloro-3-fluorophenyl)-5-azaspiro[2.4]heptan-5-yl)-N-((R,E)-4-(methylsulfonyl)but-3-en-2-yl)pyrimidine-2-carboxamide